5-chloro-2-(4,4-difluoroazepan-1-yl)-6-ethylnicotinic acid ClC=1C(=NC(=C(C(=O)O)C1)N1CCC(CCC1)(F)F)CC